N1CC(C1)C1=NN(C2=NC=CC(=C21)C(CO)O)C2=CC=C(C=C2)OC(F)(F)F 1-(3-(azetidin-3-yl)-1-(4-(trifluoromethoxy)phenyl)-1H-pyrazolo[3,4-b]pyridin-4-yl)ethane-1,2-diol